N1(N=CC=C1)C1=CC=C(CN(C2=CC=C(C=C2)OCCOCCOCC2=CC=CC=C2)CC2=CC(=CC=C2)OC)C=C1 N-(4-(1H-pyrazol-1-yl)benzyl)-4-(2-(2-(benzyloxy)ethoxy)ethoxy)-N-(3-methoxybenzyl)aniline